NC=1C=NN(C1C(=O)OCC)CC1=C(C=C(C=C1)C(=O)OC)OC Ethyl 4-amino-1-(2-methoxy-4-(methoxycarbonyl)benzyl)-1H-pyrazole-5-carboxylate